OC(C(=O)N1CC2=C(N=C(NC2=O)C2(CC2)C2=CC=CC=C2)CC1)C=1C=C(C=CC1)C1=C(C=CC=C1)OC(F)(F)F 6-(2-hydroxy-2-(2'-(trifluoromethoxy)-[1,1'-biphenyl]-3-yl)acetyl)-2-(1-phenylcyclopropyl)-5,6,7,8-tetrahydropyrido[4,3-d]pyrimidin-4(3H)-one